C(C)(C)C1N=C(CN=C1OC)OC 5-isopropyl-3,6-dimethoxy-2,5-dihydropyrazine